OC1C(CCCC1)=O 2-hydroxycyclohexane-1-one